4-((6,7-difluoro-1H-indazol-4-yl)oxy)-2,2-difluoro-7-((trifluoromethyl)sulfonyl)-2,3-dihydro-1H-inden-1-one FC1=CC(=C2C=NNC2=C1F)OC1=C2CC(C(C2=C(C=C1)S(=O)(=O)C(F)(F)F)=O)(F)F